((4-(5-ethylpyrimidin-4-yl)piperazin-1-yl)methyl)-6-((2-methoxyethoxy)methyl)-1H-indole C(C)C=1C(=NC=NC1)N1CCN(CC1)CN1C=CC2=CC=C(C=C12)COCCOC